tert-butyl N-[(1S,2R)-4-chloro-2-(hydroxymethyl)-2,3-dihydro-1H-inden-1-yl]carbamate ClC1=C2C[C@H]([C@@H](C2=CC=C1)NC(OC(C)(C)C)=O)CO